C(C)OC1=C(C=C(C=N1)C1=CN=CC(=N1)C(=O)N/N=C/C=1C(=NC=C(C1)OC)F)O (E)-6-(6-ethoxy-5-hydroxypyridin-3-yl)-N'-((2-fluoro-5-methoxypyridin-3-yl)methylene)pyrazine-2-carbohydrazide